2-bromo-6-((5-chloropentyl)oxy)pyridine BrC1=NC(=CC=C1)OCCCCCCl